ClC1=CC=C(C=C1)C1=C(CCC(C1)(C)C)CN1C2CN(CC1C2)CC=2C=C1CN(C(C1=CC2)=O)C2C(NC(CC2)=O)=O 3-(5-((6-((4'-chloro-5,5-dimethyl-3,4,5,6-tetrahydro-[1,1'-biphenyl]-2-yl)methyl)-3,6-diazabicyclo[3.1.1]heptan-3-yl)methyl)-1-oxoisoindolin-2-yl)piperidine-2,6-dione